O=S1(CCN(CC1)C(=O)C1=C(C=C(C=C1)[N+](=O)[O-])N1CC(CC1)C(F)(F)F)=O (1,1-dioxo-1,4-thiazinan-4-yl)-[4-nitro-2-[3-(trifluoromethyl)pyrrolidin-1-yl]phenyl]methanone